2-([1,1'-biphenyl]-3-yl)-4-phenyl-pyrimidine C1(=CC(=CC=C1)C1=NC=CC(=N1)C1=CC=CC=C1)C1=CC=CC=C1